3-((((1R,2S)-2-((2-(2,6-dioxopiperidin-3-yl)-1-oxoisoindolin-5-yl)oxy)cyclohexyl)amino)methyl)bicyclo[1.1.1]pentane-1-carbonitrile O=C1NC(CCC1N1C(C2=CC=C(C=C2C1)O[C@@H]1[C@@H](CCCC1)NCC12CC(C1)(C2)C#N)=O)=O